(2R)-3-{[(1R)-1-(4-chlorophenyl)-2-[(5-chloropyridin-2-yl)methyl]-7-fluoro-5-(2-hydroxypropan-2-yl)-3-oxo-2,3-dihydro-1H-isoindol-1-yl]oxy}-2-methylpropanamide ClC1=CC=C(C=C1)[C@@]1(N(C(C2=CC(=CC(=C12)F)C(C)(C)O)=O)CC1=NC=C(C=C1)Cl)OC[C@H](C(=O)N)C